CN(C1CCC(CC1)=O)C 4-(dimethylamino)cyclohexan-1-one